1,1,2,2,3,3,4,4-octafluoro-1,4-diiodobutane FC(C(C(C(I)(F)F)(F)F)(F)F)(I)F